N-[(1R,3S)-3-[(2-cyanoquinolin-4-yl)amino]cyclohexyl]-4-methoxybenzamide C(#N)C1=NC2=CC=CC=C2C(=C1)N[C@@H]1C[C@@H](CCC1)NC(C1=CC=C(C=C1)OC)=O